ClC1=C(C=CC(=C1)Cl)C1=C(C=C(C=C1)Cl)O 2,4,4'-trichloro-2'-hydroxybiphenyl